C1(CCCC1)[C@](C(=O)O[C@@H]1[C@H]2CCC(C1)N2)(C2=CC=CC=C2)O (1R,2s)-2-((R)-2'-cyclopentyl-2'-hydroxy-2'-phenylacetyloxy)-7-azabicyclo[2.2.1]heptane